CC=1C=C(C2=C(N=C(S2)NC(=O)C2C3CC4CC(CC2C4)C3)C1)C N-(5,7-dimethyl-1,3-benzothiazol-2-yl)adamantan-2-carboxamide